5-methyl-1-phenyl-2(1H)-pyridone Henicosan-11-yl-((R)-(((2R,3S,5R)-5-(6-amino-2-fluoro-9H-purin-9-yl)-2-ethynyl-3-hydroxytetrahydrofuran-2-yl)methoxy)(phenoxy)phosphoryl)-L-alaninate CCCCCCCCCCC(CCCCCCCCCC)N([C@@H](C)C(=O)O)[P@](=O)(OC1=CC=CC=C1)OC[C@]1(O[C@H](C[C@@H]1O)N1C2=NC(=NC(=C2N=C1)N)F)C#C.CC=1C=CC(N(C1)C1=CC=CC=C1)=O